1-(1-(tert-butoxycarbonyl)piperidin-4-yl)-1H-pyrazole-4-carboxylic acid C(C)(C)(C)OC(=O)N1CCC(CC1)N1N=CC(=C1)C(=O)O